COC1=CC(=C(C=C1OC)C(C)O)[N+](=O)[O-] 1-(4,5-dimethoxy-2-nitrophenyl)ethanol